FC(C(=O)[O-])(F)F.COC=1C=C(\C=C\2/CC(C\C(\C2=O)=C/C2=CC(=C(C=C2)OC)OC)NC(CCC[NH+](C)C)=O)C=CC1OC 4-((3,5-Bis((E)-3,4-dimethoxybenzylidene)-4-oxocyclohexyl)amino)-N,N-dimethyl-4-oxobutan-1-aminium trifluoroacetate